N=1C=NN2C1C=C(C=C2)ONC2=CC(=CC=C2)C ([1,2,4]triazolo[1,5-a]pyridine-7-oxy)-3-methylaniline